Cl.CNC=1C=CC=C2CCNCC12 N-methyl-1,2,3,4-tetrahydroisoquinolin-8-amine hydrochloride